C(C)(C)(C)OC(=O)N1C[C@@H]2N(C3=C(OC2)C=C(C=C3)NCCC(=O)O)CC1 (S)-3-((3-(tert-butoxycarbonyl)-1,2,3,4,4a,5-hexahydrobenzo[b]pyrazino[1,2-d][1,4]oxazin-8-yl)amino)propanoic acid